4-fluoro-N-{[3-fluoro-4-(propan-2-yl)phenyl](phenyl)methyl}-1-{2-[4-(trifluoromethyl)-1H-1,2,3-triazol-5-yl]acetyl}pyrrolidine-2-carboxamide FC1CC(N(C1)C(CC1=C(N=NN1)C(F)(F)F)=O)C(=O)NC(C1=CC=CC=C1)C1=CC(=C(C=C1)C(C)C)F